BrC=1C=CC2=C(CCO2)C1Cl 5-bromo-4-chloro-2,3-dihydrobenzofuran